C(C1=CC=CC=C1)NCC1=NC=CC=C1 N-benzyl-1-(pyridin-2-yl)methylamine